BrC1=C(N=C(N1C)C(=O)O)Cl 5-bromo-4-chloro-1-methyl-imidazole-2-carboxylic acid